ClC=1C(=NC2=CC(=C(N=C2C1N[C@H](C)C1=CC(=CC(=C1)F)Cl)C=1C=NC(=CC1)P(=O)(C)C)F)C 3-chloro-N-[(1R)-1-(3-chloro-5-fluorophenyl)ethyl]-6-[6-(dimethylphosphoryl)pyridin-3-yl]-7-fluoro-2-methyl-1,5-naphthyridin-4-amine